CC1([C@H]2CC[C@@H](C1=C)C2)C (1s,4R)-2,2-dimethyl-3-methylenebicyclo[2.2.1]heptane